O[C@@H](CO)C1CN(C1)C1=C2C(=NC=C1)N(N=C2C2CN(C2)C(C(=C)F)=O)C2=CC=C(C=C2)OC(F)(F)F (R)-1-(3-(4-(3-(1,2-Dihydroxyethyl)azetidin-1-yl)-1-(4-(trifluoromethoxy)phenyl)-1H-pyrazolo[3,4-b]pyridin-3-yl)azetidin-1-yl)-2-fluoroprop-2-en-1-one